5-(4-((3-methoxypiperidin-1-yl)methyl)phenyl)-3-(6-methoxypyridin-3-yl)-1-tosyl-1H-pyrrolo[2,3-b]pyridine COC1CN(CCC1)CC1=CC=C(C=C1)C=1C=C2C(=NC1)N(C=C2C=2C=NC(=CC2)OC)S(=O)(=O)C2=CC=C(C)C=C2